1,5-Pentanediylbis[oxy (2-amino-5-methoxybenzen-4,1-diyl)carbonyl (6S)-5-azaspiro[2.4]heptan-5,6-diylmethanediyl]diacetate C(CCCCOC1=CC(=C(C=C1OC)C(=O)N1CC2(CC2)C[C@@H]1CCC(=O)[O-])N)OC1=CC(=C(C=C1OC)C(=O)N1CC2(CC2)C[C@@H]1CCC(=O)[O-])N